(1s,3s)-3-(4-bromophenoxy)cyclobutane hydrochloride Cl.BrC1=CC=C(OC2CCC2)C=C1